N-cyclopropyl-2-fluoro-4-methyl-5-(1H-pyrazol-1-yl)benzamide C1(CC1)NC(C1=C(C=C(C(=C1)N1N=CC=C1)C)F)=O